C(C1=CC=CC=C1)O[C@H]1CN(C[C@H](C1OCC1=CC=CC=C1)OCC1=CC=CC=C1)C=O ((3S,4R,5R)-3,4,5-tris(benzyloxy)piperidin-1-yl)methanone